5-(difluoromethoxy)-1H-pyridin-2-one FC(OC=1C=CC(NC1)=O)F